N1(CCCC1)CCNC1=NC(=NC(=N1)NCCCN(CCC(=O)OCCCCCCCCC)CCC(=O)OCCCCCCCCC)NCCCN(CCC(=O)OCCCCCCCCC)CCC(=O)OCCCCCCCCC Tetranonyl 3,3',3'',3'''-((((6-((2-(pyrrolidin-1-yl)ethyl)amino)-1,3,5-triazine-2,4-diyl)bis(azanediyl))bis(propane-3,1-diyl))bis(azanetriyl))tetrapropionate